(Z)-N-(3-(2-chloro-5-fluorophenyl)-6-(2-fluoro-2-(1H-pyrazol-4-yl)vinyl)-1-oxoisoindolin-4-yl)-3-fluoro-5-(trifluoromethyl)benzamide ClC1=C(C=C(C=C1)F)C1NC(C2=CC(=CC(=C12)NC(C1=CC(=CC(=C1)C(F)(F)F)F)=O)\C=C(\C=1C=NNC1)/F)=O